BrC1=C(C=CC=C1)C(C(=O)O)(C)F 2-(2-Bromophenyl)-2-fluoro-propionic acid